N-(2-(dimethylamino)-2-phenylethyl)-3,3,5-trimethyl-2,3-dihydro-1H-pyrrolo[3,2-b]pyridine-1-carboxamide CN(C(CNC(=O)N1CC(C2=NC(=CC=C21)C)(C)C)C2=CC=CC=C2)C